NC1(CC1)CC(=O)O 2-(1-aminocyclopropyl)acetic acid